dibenzocyclooctynol C1CC2=CC=CC=C2C3=C(C=CC=C3O)C#C1